1-(1-Methyl-1H-pyrazol-4-yl)ethyl(8-amino-7-fluoro-6-(8-methyl-2,3-dihydro-1H-pyrido[2,3-b][1,4]oxazin-7-yl)isoquinolin-3-yl)carbamate CN1N=CC(=C1)C(C)N(C([O-])=O)C=1N=CC2=C(C(=C(C=C2C1)C1=C(C2=C(OCCN2)N=C1)C)F)N